CN(C1CN(C1)C1=CC=C(C=N1)N1C=C(C(C2=CC(=C(C=C12)F)F)=O)C(=O)O)C 1-[6-[3-(dimethylamino)azetidin-1-yl]pyridin-3-yl]-6,7-difluoro-4-oxoquinoline-3-carboxylic acid